(R)-2-amino-5-(3-cyanophenyl)-4-oxo-4,5-dihydrofuran-3-yl-5-d phenylmethanesulfonate C1(=CC=CC=C1)CS(=O)(=O)OC1=C(O[C@](C1=O)([2H])C1=CC(=CC=C1)C#N)N